N-(2-(7-chloro-5-methylpyrrolo[2,1-f][1,2,4]triazin-4-yl)-2-azaspiro[3.3]heptane-6-yl)-N-cyclobutylsulfamide ClC1=CC(=C2C(=NC=NN21)N2CC1(C2)CC(C1)N(S(=O)(=O)N)C1CCC1)C